((4-cyanophenyl)amino)-4-((3-(5-fluoropyrimidin-2-yl)-2-methoxyphenyl)amino)-N-methylpyrimidine-5-carboxamide C(#N)C1=CC=C(C=C1)NC1=NC=C(C(=N1)NC1=C(C(=CC=C1)C1=NC=C(C=N1)F)OC)C(=O)NC